tertbutyl (S)-4-(5-chloro-4-(methylsulfonyl)pyrimidin-2-yl)-3-methylpiperazine-1-carboxylate ClC=1C(=NC(=NC1)N1[C@H](CN(CC1)C(=O)OC(C)(C)C)C)S(=O)(=O)C